(S)-2-(2-((2S,4R)-4-amino-1-(6-chloroimidazo[1,2-a]pyridine-2-carbonyl)pyrrolidin-2-yl)thiazole-4-carboxamido)-6-guanidinohexanoic acid hydrochloride salt Cl.N[C@@H]1C[C@H](N(C1)C(=O)C=1N=C2N(C=C(C=C2)Cl)C1)C=1SC=C(N1)C(=O)N[C@H](C(=O)O)CCCCNC(=N)N